5'-(2-(((1r,4r)-4-aminocyclohexyl)amino)-1-phenylethyl)-2'-chloro-5-(2-(dimethylamino)-2-oxoethoxy)-3',6-difluoro-[1,1'-biphenyl]-2-carboxamide NC1CCC(CC1)NCC(C1=CC=CC=C1)C=1C=C(C(=C(C1)C=1C(=CC=C(C1F)OCC(=O)N(C)C)C(=O)N)Cl)F